Tert-butyl (14-chloro-14-oxo-3,6,9,12-tetraoxatetradecyl)carbamate ClC(COCCOCCOCCOCCNC(OC(C)(C)C)=O)=O